7-bromo-3-butyl-5-(4-fluorophenyl)-8-methoxy-2,3,4,5-tetrahydro-1,2,5-benzothiadiazin 1,1-dioxide BrC=1C(=C2C(CC(NS2(=O)=O)CCCC)N(C1)C1=CC=C(C=C1)F)OC